FC1=CC(=C(NCC=2C=CC=C3C=CN=CC23)C=C1[N+](=O)[O-])OC 4-fluoro-N-(isoquinolin-8-ylmethyl)-2-methoxy-5-nitroaniline